ClC=1C(=C(C(=C(C1)C(C)N1N=C(C=2C1=NC=NC2N)C)OC)C2CN(C2)C(CC)=O)C 1-{1-[5-Chloro-2-methoxy-4-methyl-3-(1-propionylazetidin-3-yl)phenyl]ethyl}-3-methyl-1H-pyrazolo[3,4-d]pyrimidin-4-amine